N-(4-(4-amino-1-ethyl-7-(4-(oxetan-3-ylamino)cyclohex-1-en-1-yl)-1H-pyrazolo[4,3-c]pyridin-3-yl)-2,5-difluorophenyl)-2-chlorobenzenesulfonamide NC1=NC=C(C2=C1C(=NN2CC)C2=CC(=C(C=C2F)NS(=O)(=O)C2=C(C=CC=C2)Cl)F)C2=CCC(CC2)NC2COC2